(3-hydroxy-2,2-dimethylpropyl)carbamic acid tert-butyl ester C(C)(C)(C)OC(NCC(CO)(C)C)=O